(2S)-2-(3-(dimethylamino)-2,5-dioxopyrrolidin-1-yl)-N-(2-fluorobenzyl)propanamide succinate C(CCC(=O)O)(=O)O.CN(C1C(N(C(C1)=O)[C@H](C(=O)NCC1=C(C=CC=C1)F)C)=O)C